N-(5-((6-((R)-3-(3,4-difluorophenyl)isoxazolidine-2-yl)pyrimidine-4-yl)amino)-4-methoxy-2-(4-(4-methylpiperazine-1-yl)piperidine-1-yl)phenyl)acrylamide FC=1C=C(C=CC1F)[C@@H]1N(OCC1)C1=CC(=NC=N1)NC=1C(=CC(=C(C1)NC(C=C)=O)N1CCC(CC1)N1CCN(CC1)C)OC